(((9H-fluoren-9-yl)methoxy)carbonyl)-L-lysine tert-butyl ester C(C)(C)(C)OC([C@@H](NC(=O)OCC1C2=CC=CC=C2C=2C=CC=CC12)CCCCN)=O